4-(((3R,4R)-3-(4-(1H-pyrazol-1-yl)phenyl)-1-(1,3-difluoropropan-2-yl)piperidin-4-yl)methyl)-5,7-dimethyl-1H-indole N1(N=CC=C1)C1=CC=C(C=C1)[C@@H]1CN(CC[C@H]1CC1=C2C=CNC2=C(C=C1C)C)C(CF)CF